N1=C(N=CC=C1)C=1C(=NN2C1C(=NC=C2)N)C2=CCC1(CCNCC1)CC2 3-(pyrimidin-2-yl)-2-(3-azaspiro[5.5]undec-8-en-9-yl)pyrazolo[1,5-a]pyrazin-4-amine